FC(C(=O)NOC[C@H](C)NC=1C=NNC(C1C(F)(F)F)=O)=C1CCN(CC1)C1=NC=C(C=N1)C(F)(F)F (S)-2-fluoro-N-(2-((6-oxo-5-(trifluoromethyl)-1,6-dihydropyridazin-4-yl)amino)propoxy)-2-(1-(5-(trifluoromethyl)pyrimidin-2-yl)piperidin-4-ylidene)acetamide